2-methyl-1-phenylpiperazine CC1N(CCNC1)C1=CC=CC=C1